C(#N)CCN1CCCC1=O 1-(2-Cyanoethyl)-5-oxopyrrolidine